BrC=1C(=NC(=NC1)N1C(NC2(C1)CCN(CC2)C(=O)OC(C)(C)C)=O)OC tert-butyl 3-(5-bromo-4-methoxypyrimidin-2-yl)-2-oxo-1,3,8-triazaspiro[4.5]decane-8-carboxylate